7-chloro-1-methyl-1H-spiro[imidazo[1,2-c]pyrimidine-2,3'-oxetan]-5(3H)-one ClC=1C=C2N(C(N1)=O)CC1(COC1)N2C